6-[4-Cyclopropyl-3-(trifluoromethyl)phenyl]-N4-{[1-(methoxymethyl)cyclopentyl]methyl}-N4-methyl-3-nitropyridine-2,4-diamine C1(CC1)C1=C(C=C(C=C1)C1=CC(=C(C(=N1)N)[N+](=O)[O-])N(C)CC1(CCCC1)COC)C(F)(F)F